N-methyl-6,9-dioxo-8-(2-oxo-2H-chromen-6-yl)-5-(4-(trifluoromethyl)benzyl)-2,5,8-triazaspiro[3.5]nonane-2-carboxamide CNC(=O)N1CC2(C1)N(C(CN(C2=O)C=2C=C1C=CC(OC1=CC2)=O)=O)CC2=CC=C(C=C2)C(F)(F)F